N-(4-(2-(((1r,4r)-4-aminocyclohexyl)amino)-8-ethylquinazolin-6-yl)-2-fluorophenyl)-2-chlorobenzenesulfonamide NC1CCC(CC1)NC1=NC2=C(C=C(C=C2C=N1)C1=CC(=C(C=C1)NS(=O)(=O)C1=C(C=CC=C1)Cl)F)CC